BrC1=CC=C(C=C1)[C@@H](CC(=O)OC)C Methyl (3R)-3-(4-bromophenyl)butanoate